diphenyl-phosphinoferrocene C1(=CC=CC=C1)C1=C([C-](C=C1)P)C1=CC=CC=C1.[CH-]1C=CC=C1.[Fe+2]